1,1'-(4,6-difluoro-1,3-phenylene)bis[2-methoxy-naphthalene] FC1=C(C=C(C(=C1)F)C1=C(C=CC2=CC=CC=C12)OC)C1=C(C=CC2=CC=CC=C12)OC